(1R,3R)-N-(7-chloro-6-(1-((3S,4S)-4-hydroxy-3-methyltetrahydrofuran-3-yl)piperidin-4-yl)isoquinolin-3-yl)-3-(pyridin-2-yl)cyclobutane-1-carboxamide ClC1=C(C=C2C=C(N=CC2=C1)NC(=O)C1CC(C1)C1=NC=CC=C1)C1CCN(CC1)[C@]1(COC[C@H]1O)C